5-methyl-7-(3-{[(3-methyloxetan-3-yl)methyl]carbamoyl}azetidin-1-yl)-4-oxo-1-(1,3-thiazol-2-yl)-1,4-dihydro-1,8-naphthyridine-3-carboxylic acid CC1=C2C(C(=CN(C2=NC(=C1)N1CC(C1)C(NCC1(COC1)C)=O)C=1SC=CN1)C(=O)O)=O